(E)-2-oxopropanal oxime O=C(/C=N/O)C